1-(1-methylpiperidin-4-yl)piperidin CN1CCC(CC1)N1CCCCC1